FC1=C(C=CC2=C1NC(=N2)C2=CC(=CN2)C(=O)C=2C(=NC=CC2)C(F)(F)F)[C@H]2COCC2 (S)-(5-(7-fluoro-6-(tetrahydrofuran-3-yl)-1H-benzo[d]imidazol-2-yl)-1H-pyrrol-3-yl)(2-(trifluoromethyl)pyridin-3-yl)methanone